C1(CC1)S(=O)(=O)N1N=CC(=C1)C1=NC=CC(=N1)NC=1N=CC2=C(C=CC(=C2C1)C(C)C)N1[C@@H]([C@H](C1)CS(=O)(=O)C)C N-(2-(1-(cyclopropylsulfonyl)-1H-pyrazol-4-yl)pyrimidin-4-yl)-5-isopropyl-8-((2R,3S)-2-methyl-3-((methylsulfonyl)methyl)azetidin-1-yl)isoquinolin-3-amine